tert-butyl (1R,3R,5S)-3-[(6-iodopyridazin-3-yl) oxy]-8-azabicyclo[3.2.1]octane-8-carboxylate IC1=CC=C(N=N1)OC1C[C@H]2CC[C@@H](C1)N2C(=O)OC(C)(C)C